4-(1,5-dimethyl-4-hexenyl)-1-methylcyclohexene CC(CCC=C(C)C)C1CC=C(CC1)C